FC1=C(C=C(C(=C1OC)F)F)C(C)=O 1-(2,4,5-trifluoro-3-methoxyphenyl)ethan-1-one